α-iodo-α-phenylpropionic acid IC(C(=O)O)(C)C1=CC=CC=C1